5-cyclopropyl-3-(3,5-dichloropyridin-4-yl)isoxazole carboxymethyl-glycinate C(=O)(O)CNCC(=O)O.C1(CC1)C1=CC(=NO1)C1=C(C=NC=C1Cl)Cl